N-[[3-[4-[[(3S,4R)-3-fluoro-1-methyl-4-piperidyl]amino]-1-(2,2,2-trifluoroethyl)indol-2-yl]-1,2,4-oxadiazol-5-yl]methyl]-3-(1-hydroxy-1-methyl-ethyl)benzamide F[C@H]1CN(CC[C@H]1NC1=C2C=C(N(C2=CC=C1)CC(F)(F)F)C1=NOC(=N1)CNC(C1=CC(=CC=C1)C(C)(C)O)=O)C